C(CC)OC1=CC2=C(NC(N2)=S)C=C1 5-propoxy-1H-benzo[d]imidazole-2(3H)-thione